CC1NCCC1O 2-methylpyrrolidin-3-ol